((1-acetylpiperidin-4-yl)amino)-2-chloropyrimidine-4-carboxylate C(C)(=O)N1CCC(CC1)NC=1C(=NC(=NC1)Cl)C(=O)[O-]